FC1(CNC2=CC(=CC=C2[C@@H]1C)SC)F 3,3-difluoro-(S)-4-methyl-7-(methylsulfanyl)-1,2,3,4-tetrahydroquinoline